N(=[N+]=[N-])CC1(OC2=C(C1)C=C(C=C2C(C)=O)Cl)C 1-(2-(azidomethyl)-5-chloro-2-methyl-2,3-dihydrobenzofuran-7-yl)ethan-1-one